COC1=C(C=C(C=C1)S(=O)(=O)CCC)N1N=C(C=2C=NC(=CC21)C=2C=NN1C2N=CC=C1)C 1-(2-methoxy-5-(propylsulfonyl)phenyl)-3-methyl-6-(pyrazolo[1,5-a]pyrimidin-3-yl)-1H-pyrazolo[4,3-c]pyridine